OC1=C(C2=C(N(C1=O)CC1=NC(=NO1)C1=CC=CC=C1)C=CS2)C(=O)O 6-hydroxy-5-oxo-4-[(3-phenyl-1,2,4-oxadiazol-5-yl)methyl]-4,5-dihydrothieno[3,2-b]pyridine-7-carboxylic acid